N1(CCCC1)C(COC(CN(CCC#N)C)C)C 2-[2-(1-pyrrolidinyl)propoxy]propyl-N-methyl-N-(2-cyanoethyl)-amine